2-(4-bromo-1,3-thiazol-2-yl)-3-methylpyridine BrC=1N=C(SC1)C1=NC=CC=C1C